FC=1C=C(C=C(C1F)OCOC)N1N=CC2=CC(=CC=C12)N1CCN(CC1)S(=O)(=O)C 1-(3,4-difluoro-5-(methoxymethoxy)phenyl)-5-(4-(methylsulfonyl)piperazin-1-yl)-1H-indazole